[IH2+].N1=CC(=CC2=CC=CC=C12)C=O 3-quinolineformaldehyde iodonium salt